NC=1C(=C(C(=C(C(=O)NC=2C=C(C=CC2N2CCN(CCC2)C)N2N=NC(=C2)C(=O)NCCN2CCOCC2)C1)Cl)C)F 1-(3-(5-Amino-2-chloro-4-fluoro-3-methylbenzamido)-4-(4-methyl-1,4-diazepan-1-yl)phenyl)-N-(2-morpholinoethyl)-1H-1,2,3-triazole-4-carboxamide